Tert-butyl 2-[[2-(2,6-dioxo-3-piperidyl)-1,3-dioxo-isoindolin-4-yl]amino]-7-azaspiro[3.5]nonane-7-carboxylate O=C1NC(CCC1N1C(C2=CC=CC(=C2C1=O)NC1CC2(C1)CCN(CC2)C(=O)OC(C)(C)C)=O)=O